(-)-(2,7-di-tert-butyl-9,9-dimethyl-9H-xanthene-4,5-diyl)bis((1-naphthyl)(phenyl)phosphine) C(C)(C)(C)C1=CC=2C(C3=CC(=CC(=C3OC2C(=C1)P(C1=CC=CC=C1)C1=CC=CC2=CC=CC=C12)P(C1=CC=CC=C1)C1=CC=CC2=CC=CC=C12)C(C)(C)C)(C)C